NC1=C(C=CC(=C1N)C)C 2,3-diamino-para-xylene